N-methyl-5-(2,7-diazaspiro[3.5]nonan-2-yl)pyridinecarboxamide CNC(=O)C1=NC=C(C=C1)N1CC2(C1)CCNCC2